N[C@H](C(=O)N[C@@H](C(=O)N[C@@H](CCCCN)C1=NC(=NO1)CC1=CC=CC=C1)CC1=C(C=C(C=C1C)O)C)CCCNC(=N)N (S)-2-amino-N-((R)-1-(((S)-5-amino-1-(3-benzyl-1,2,4-oxadiazol-5-yl)pentyl)amino)-3-(4-hydroxy-2,6-dimethylphenyl)-1-oxopropan-2-yl)-5-guanidino-pentanamide